ClCCCCC(C(=O)OC(C)(C)C)(O)O tert-butyl 6-chloro-(3r,5S)-dihydroxyhexanoate